1-allyl-3,3-difluorocyclobutanecarboxylic acid C(C=C)C1(CC(C1)(F)F)C(=O)O